ethyl 4-[(6,7-dibromo-5,8-dioxo-2,3-dihydro-1H-pyrazolo[1,2-a]pyridazine-2-carbonyl)amino]butanoate BrC=1C(N2N(C(C1Br)=O)CC(C2)C(=O)NCCCC(=O)OCC)=O